NC=1C=C(C=CC1)C(=CC#N)C1=CC=CC=C1 3-(3-aminophenyl)-3-phenylacrylonitrile